BrCC=1C=CC2=C(N=CO2)C1 5-(Bromomethyl)benzo[d]oxazole